The molecule is a purine ribonucleoside that is 9H-purine attached to a beta-D-ribofuranosyl residue at position 9 via a glycosidic (N-glycosyl) linkage. It has a role as a fungal metabolite. It is a purine ribonucleoside and a purines D-ribonucleoside. It derives from a beta-D-ribose. C1=C2C(=NC=N1)N(C=N2)[C@H]3[C@@H]([C@@H]([C@H](O3)CO)O)O